OC(C(C)O)S(=O)(=O)[O-].[Na+] sodium 1,2-dihydroxypropylsulfonate